3,5-di-tert-butyl-4-hydroxybenzyl-dimethylamine C(C)(C)(C)C=1C=C(CN(C)C)C=C(C1O)C(C)(C)C